C(C)(C)(C)OC(=O)N1CCC2(CC(C2)OS(=O)(=O)C)CC1 2-((Methylsulfonyl)oxy)-7-azaspiro[3.5]nonane-7-carboxylic acid tert-butyl ester